methyl 5-[(6-methoxy-1-methylindazol-7-yl)sulfamoyl]pyridine-2-carboxylate COC1=CC=C2C=NN(C2=C1NS(=O)(=O)C=1C=CC(=NC1)C(=O)OC)C